C(CC)OC1=CC=CC=C1 4-propoxybenzene